2-ethylbenzene-boronic acid C(C)C1=C(C=CC=C1)B(O)O